N1(N=NC=C1)C1=CC=C(C=C1)C(C)=O 1-(4-(1H-1,2,3-triazol-1-yl)phenyl)ethan-1-one